OC1(CC1)C(=O)N1CC=2N=C(N=C(C2C1)N1CCOCC1)N/N=C/C1=CC(=CC=C1)C (1-Hydroxycyclopropyl)[2-{(2E)-2-[(3-methylphenyl)methylidene]hydrazinyl}-4-(morpholin-4-yl)-5,7-dihydro-6H-pyrrolo[3,4-d]pyrimidin-6-yl]methanone